(2R,2'R)-2,2'-((((((2,2'-dimethyl-[1,1'-biphenyl]-3,3'-diyl)bis(azanediyl))bis(carbonyl))bis(4-methoxypyridine-6,3-diyl))bis(methylene))bis(azanediyl))bis(3-methoxypropanoic acid) CC1=C(C=CC=C1NC(=O)C1=CC(=C(C=N1)CN[C@@H](C(=O)O)COC)OC)C1=C(C(=CC=C1)NC(=O)C1=CC(=C(C=N1)CN[C@@H](C(=O)O)COC)OC)C